COC(=O)C1C(CCCC1=C)(C)C 2,2-dimethyl-6-methylenecyclohexane-1-carboxylic acid methyl ester